S(=S)(=O)(OC1=CC=C(C=C1)F)OC1=CC=C(C=C1)F bis(p-fluorophenyl) thiosulfate